C(C)(=O)C1=C2C=CN(C2=CC=C1)C(=O)OC(C)(C)C tert-butyl 4-acetyl-1H-indole-1-carboxylate